1-bromo-2-(bromomethyl)naphthalene BrC1=C(C=CC2=CC=CC=C12)CBr